O.N12[C@@H](CC(CC1)CC2)C=2NC(C1=C(N2)C=C(S1)C=1C(=NNC1)C)=O.N12[C@@H](CC(CC1)CC2)C=2NC(C1=C(N2)C=C(S1)C=1C(=NNC1)C)=O 2-[(2S)-1-azabicyclo[2.2.2]oct-2-yl]-6-(3-methyl-1H-pyrazol-4-yl)thieno[3,2-d]pyrimidin-4(3H)-one hemihydrate